dicyanobenzidine C(#N)NC1=CC=C(C2=CC=C(NC#N)C=C2)C=C1